The molecule is a amino cyclitol glycoside that consists of streptidine having a disaccharyl moiety attached at the 4-position. The parent of the streptomycin class It has a role as an antimicrobial agent, an antimicrobial drug, an antibacterial drug, a protein synthesis inhibitor, a bacterial metabolite and an antifungal agrochemical. It is an antibiotic antifungal drug, an antibiotic fungicide and a member of streptomycins. It derives from a streptidine. It is a conjugate base of a streptomycin(3+). C[C@H]1[C@@]([C@H]([C@@H](O1)O[C@@H]2[C@H]([C@@H]([C@H]([C@@H]([C@H]2O)O)N=C(N)N)O)N=C(N)N)O[C@H]3[C@H]([C@@H]([C@H]([C@@H](O3)CO)O)O)NC)(C=O)O